(R)-4-(3-(dimethylamino)-3-(3-(trifluoromethyl)phenethyl)piperidin-1-yl)-2,6-difluoro-N-(pyrimidin-4-yl)benzenesulfonamide CN([C@]1(CN(CCC1)C1=CC(=C(C(=C1)F)S(=O)(=O)NC1=NC=NC=C1)F)CCC1=CC(=CC=C1)C(F)(F)F)C